5-(m-Tolyl)-2-(4-(trifluoromethyl)phenyl)oxazole-4-carboxylic acid C1(=CC(=CC=C1)C1=C(N=C(O1)C1=CC=C(C=C1)C(F)(F)F)C(=O)O)C